potassium iso-tridecanol C(CCCCCCCCCC(C)C)O.[K]